5,17-dimethylpentatriacontane CC(CCCC)CCCCCCCCCCCC(CCCCCCCCCCCCCCCCCC)C